azaspiro[4.5]decan N1CCCC12CCCCC2